CN1C=NC=CC1=O 3-methylpyrimidin-4-one